COC1=CC=C(C=C1)SC1=[N+](C=CC=C1)[O-] 2-(4-methoxyphenylsulfanyl)pyridine-N-oxide